N1NC(C2CC=CC=C12)C(=O)N tetrahydro-1H-indazole-3-carboxamide